CN[C@H](C(=O)O)CN1CCOCC1 (S)-2-(methylamino)-3-morpholinopropanoic acid